C12CN(CC(CC1)N2)C2=CC(=C(C=C2F)[C@H](CNC(=O)C2=CC1=C(N=N2)N(C=C1)CC)C)F N-((2R)-2-(4-(3,8-diazabicyclo[3.2.1]octan-3-yl)-2,5-difluorophenyl)propyl)-7-ethyl-7H-pyrrolo[2,3-c]pyridazine-3-carboxamide